CC=1C=CC(=C(C1)NC(=S)NC(=O)NCCCC1=CC=C(C=C1)C1=NN(C=N1)C1=CC=C(C=C1)OC(F)(F)F)CCC 1-[(5-methyl-2-propyl-phenyl)carbamothioyl]-3-[3-[4-[1-[4-(trifluoromethoxy)phenyl]-1H-1,2,4-triazol-3-yl]phenyl]propyl]urea